C1=CC=CC=2C3=CC=CC=C3N(C12)CC(CN(S(=O)(=O)C)CC=1OC=CC1)O N-(3-carbazol-9-yl-2-hydroxypropyl)-N-furan-2-ylmethyl-methanesulfonamide